C(CCCCCCCCCCCCCCC)(=O)O.C(CCCCCCCCCCCCCCC)(=O)O.N1=C(C)C(O)=C(CO)C(CO)=C1 pyridoxin dipalmitate